N1=CC=C2N1C=CC=CN2 4H-pyrazolo[1,5-a][1,3]diazepin